C(C1=CC=CC=C1)(C1=CC=CC=C1)[N+]1=CN([C@H]2[C@H](O)[C@H](O)[C@@H](CO)O2)C=2N=C(NC(C12)=O)N 7-(benzhydryl)-guanosine